N=1C=CN2C1C=C(C=C2)C2=C(C=CC(=N2)C#N)C2=CN=C(O2)CCC(C(F)(F)F)(F)F 6-(imidazo[1,2-a]pyridin-7-yl)-5-(2-(3,3,4,4,4-pentafluorobutyl)oxazol-5-yl)picolinonitrile